COP(=O)(OC)[O-].CN1C=[N+](C=C1)C 1,3-dimethylimidazolium dimethylphosphate